C(C)N(C(=O)OCC(C)C)C(C1=CC=CC=C1)OC(C1=CC=CC=C1)=O ((ethyl(isobutoxycarbonyl)amino)(phenyl)methyl)benzoate